4-(2-hydroxydecylamino)pentanoic acid OC(CNC(CCC(=O)O)C)CCCCCCCC